dihydroimidazolinequinone N1CNC(C1=O)=O